BrCCOCCOCCOCCOCCOCCOCCOCCOCCNC(OC(C)(C)C)=O tert-butyl (26-bromo-3,6,9,12,15,18,21,24-octaoxahexacosyl)carbamate